1H-isoindole-1,3-dione C1(NC(C2=CC=CC=C12)=O)=O